ClC1=CC(=NC=C1)N1C(C(C2=CC(=CC=C12)C)O)=O (4-chloropyridin-2-yl)-3-hydroxy-5-methylindolin-2-one